4-bromo-2-[3-(3-bromophenyl)ureido]-N-ethylbenzamide BrC1=CC(=C(C(=O)NCC)C=C1)NC(=O)NC1=CC(=CC=C1)Br